CC1(OCC2=CC=C(C=C12)OC1=CC=C(C=N1)N1C(N[C@](C1=O)(C)CC)=O)C (5R)-3-[6-[(3,3-dimethyl-1H-isobenzofuran-5-yl)oxy]-3-pyridinyl]-5-ethyl-5-methyl-imidazolidine-2,4-dione